4-(4-Cyano-6-cyclohexyl-3-hydroxy-pyridin-2-yl)-4-oxo-butyric acid C(#N)C1=C(C(=NC(=C1)C1CCCCC1)C(CCC(=O)O)=O)O